C(C)N(CC)CC1=C(C=CC(=N1)NC=1C=CC(=C2CNC(C12)=O)C1=CN=C2N1C=CC(=C2)F)[C@H]2COCC2 (S)-7-((6-((diethylamino)methyl)-5-(tetrahydrofuran-3-yl)pyridin-2-yl)amino)-4-(7-fluoroimidazo[1,2-a]pyridin-3-yl)isoindolin-1-one